(3S)-3-{[8-fluoro-2-(3-methoxyphenyl)[1,2,4]triazolo[1,5-c]quinazolin-5-yl]amino}piperidin-2-one FC=1C=CC=2C=3N(C(=NC2C1)N[C@@H]1C(NCCC1)=O)N=C(N3)C3=CC(=CC=C3)OC